ClC1=CC(=C(N=N1)N)C#CC1=CC(=C(C=C1)OC)OC 6-chloro-4-((3,4-dimethoxyphenyl)ethynyl)pyridazin-3-amine